(1S,2S)-2-fluoro-N-(4-{6-[(1S)-1-hydroxypropyl]-4-methylpyridin-3-yl}-[1,2,4]triazolo[1,5-a]1,6-naphthyridin-8-yl)cyclopropane-1-carboxamide F[C@@H]1[C@@H](C1)C(=O)NC1=NC=C2C=C(C=3N(C2=C1)N=CN3)C=3C=NC(=CC3C)[C@H](CC)O